tert-butyl (4-(benzyloxy)pyridin-2-yl)carbamate C(C1=CC=CC=C1)OC1=CC(=NC=C1)NC(OC(C)(C)C)=O